N4-(4-(5-chloro-1H-indol-1-yl)pyrimidin-2-yl)-N1-(2-(dimethylamino)ethyl)-5-methoxy-N1-methylbenzene-1,2,4-triamine ClC=1C=C2C=CN(C2=CC1)C1=NC(=NC=C1)NC=1C=C(C(=CC1OC)N(C)CCN(C)C)N